phenyl N-(2-bromo-3-fluoro-4-pyridyl)carbamate BrC1=NC=CC(=C1F)NC(OC1=CC=CC=C1)=O